BrCCOCCNC(OC(C)(C)C)=O 1,1-dimethylethyl N-[2-(2-Bromoethoxy)ethyl]carbamate